O1CCC=2C1=NC(=CC2)C(C)O 1-(2,3-dihydrofuro[2,3-b]pyridin-6-yl)ethan-1-ol